OCC#CC1=NC(=CC(=C1)N1CCC(CC1)OC1CC(C1)O)C(F)(F)F 3-((1-(2-(3-hydroxyprop-1-yn-1-yl)-6-(trifluoromethyl)pyridin-4-yl)piperidin-4-yl)oxy)cyclobutan-1-ol